NC1=CC=2C(=C3C(=NC2C=C1F)C1=CC2=C(C(N1C3)=O)COC([C@]2(O)CC)=O)CN2CCN(CC2)S(=O)(=O)C2=CC=CC=C2 (S)-9-amino-4-ethyl-8-fluoro-4-hydroxy-11-((4-(phenylsulfonyl)piperazin-1-yl)methyl)-1,12-dihydro-14H-pyrano[3',4':6,7]indolizino[1,2-b]quinoline-3,14(4H)-dion